C1(CCCCC1)OC1=CC=C(C=C1)C=1NC=2N(C(C1)=O)N=CC2C(=O)OCC ethyl 5-(4-(cyclohexyloxy) phenyl)-7-oxo-4,7-dihydropyrazolo[1,5-a]pyrimidine-3-carboxylate